The molecule is a hydroperoxy fatty ester resulting from the formal condensation of the carboxy group of (5Z,7E,11Z,14Z)-9-hydroperoxy-20-hydroxyicosa-5,7,11,14-tetraenoic acid with methanol. It is a hydroperoxy fatty ester, a fatty acid methyl ester and an omega-hydroxy fatty ester. COC(=O)CCC/C=C\\C=C\\C(C/C=C\\C/C=C\\CCCCCO)OO